6-(1H-pyrazol-1-yl)-2,2'-bipyridine N1(N=CC=C1)C1=CC=CC(=N1)C1=NC=CC=C1